CN1C([C@@H](NC2=C(C1)C=C(C=C2)C(=O)NCC=2NC=1C(=NC(=CC1)C)N2)CC(=O)O)=O (2S)-2,3,4,5-tetrahydro-4-methyl-7-[[[(5-methyl-1H-imidazo[4,5-b]pyridin-2-yl)methyl]amino]carbonyl]-3-oxo-1H-1,4-benzodiazepine-2-acetic acid